CN1N=C(C=C1C1=C2CCN(C(C2=CC(=C1)CN1C(=NC=C1)C)=O)[C@@H](C)C1=NC=C(C#N)C(=C1)OCC)C (S)-6-(1-(5-(1,3-dimethyl-1H-pyrazol-5-yl)-7-((2-methyl-1H-imidazol-1-yl)methyl)-1-oxo-3,4-dihydroisoquinolin-2(1H)-yl)ethyl)-4-ethoxynicotinonitrile